3-chloro-6,9,9-trimethyl-9,10-dihydroacridine ClC=1C=CC=2C(C3=CC=C(C=C3NC2C1)C)(C)C